ClC1=NC=CC(=N1)C1(CC1)C(=O)OC Methyl 1-(2-chloropyrimidin-4-yl)cyclopropane-1-carboxylate